C1=CC=C(C=C1)[Sn](C2=CC=CC=C2)C3=CC=CC=C3.O The molecule is an organotin compound that is triphenylstannane in which the hydrogen attached to tin is replaced by a hydroxy group. A fungicide used to control a variety of infections including blight on potatoes, leaf spot on sugar beet and alternaria blight on carrots. It has a role as an acaricide and an antifungal agrochemical. It is an organotin compound and a member of hydroxides. It derives from a triphenylstannane.